(S)-4-(cyclopropylethynyl)-6-fluoro-7-(pyridin-2-ylmeth-yl)-4-(trifluoromethyl)-3,4-dihydroquinazolin-2(1H)-one C1(CC1)C#C[C@@]1(NC(NC2=CC(=C(C=C12)F)CC1=NC=CC=C1)=O)C(F)(F)F